CC1(OB(OC1(C)C)\C=C\C1=CC=CC2=CC=CC=C12)C (E)-4,4,5,5-tetramethyl-2-(2-(naphthalen-1-yl)vinyl)-1,3,2-dioxaborolane